CC1=CC(=C2C=CC3=C(C=CC4=CC=C1C2=C34)C)C 1,3,6-trimethylpyrene